N-VINYLFORMAMID C(=C)NC=O